N-(4-(4-carboxyphenyl)butyl)-6-((3-(1,1,1,5,5,5-hexamethyl-3-((trimethylsilyl)oxy)trisiloxan-3-yl)propyl)amino)-N,N-dimethyl-6-oxohexan-1-aminium bromide [Br-].C(=O)(O)C1=CC=C(C=C1)CCCC[N+](CCCCCC(=O)NCCC[Si](O[Si](C)(C)C)(O[Si](C)(C)C)O[Si](C)(C)C)(C)C